tert-Butyl 4-((1S,5R)-8-(4-(trifluoromethyl)phenyl)-2,3,4,5-tetrahydro-1H-1,5-methanobenzo[c]azepine-2-carbonyl)piperidine-1-carboxylate FC(C1=CC=C(C=C1)C=1C=CC2=C([C@H]3N(CC[C@@H]2C3)C(=O)C3CCN(CC3)C(=O)OC(C)(C)C)C1)(F)F